stibium tin [Sn].[Sb]